O=C1N(CC2=CC(=CC=C12)C(=O)N1CC2(C1)CC(C2)OC(F)(F)F)C2C(NC(CC2)=O)=O 3-(1-oxo-5-(6-(trifluoromethoxy)-2-azaspiro[3.3]heptane-2-carbonyl)isoindolin-2-yl)piperidine-2,6-dione